OCCC1=C(C=CC=C1)N HYDROXYETHYL-AMINOBENZENE